3-(3-aminobenzylidene)-5-fluoroindolin-2-one NC=1C=C(C=C2C(NC3=CC=C(C=C23)F)=O)C=CC1